(4S,5S)-tert-butyl-5-amino-4-(3,4-difluorophenyl)-2-(2-(methylamino)-2-oxoethyl)piperidine-1-carboxylic acid C(C)(C)(C)C1(N(C[C@H]([C@@H](C1)C1=CC(=C(C=C1)F)F)N)C(=O)O)CC(=O)NC